C(C=1C(C(=O)OOOC(C)(C)C)=CC=CC1)(=O)OOOC(C)(C)C di-(t-butylperoxy) phthalate